N-(2-(1-((1-(2-(2,4-dioxotetrahydropyrimidin-1(2H)-yl)-1-oxoisoindolin-5-yl)piperidin-4-yl)methyl)piperidin-4-yl)-6-methoxy-2H-indazol-5-yl)-3-(trifluoromethyl)benzamide O=C1N(CCC(N1)=O)N1C(C2=CC=C(C=C2C1)N1CCC(CC1)CN1CCC(CC1)N1N=C2C=C(C(=CC2=C1)NC(C1=CC(=CC=C1)C(F)(F)F)=O)OC)=O